N1N=CC2=CC(=CC=C12)\C(=C(/CC)\C1=C(C=CC=C1)OC)\C1=CC=C(C=C1)/C=C/C(=O)O (E)-3-(4-((E)-1-(1H-indazol-5-yl)-2-(2-methoxyphenyl)but-1-en-1-yl)phenyl)acrylic acid